1,2,3-triazole tert-butyl-N-[(1R)-1-cyclopropyl-4-[7-fluoro-1-oxo-6-[5-(trifluoromethyl)pyrimidin-2-yl]-2-isoquinolyl]butyl]carbamate C(C)(C)(C)OC(N[C@H](CCCN1C(C2=CC(=C(C=C2C=C1)C1=NC=C(C=N1)C(F)(F)F)F)=O)C1CC1)=O.N1N=NC=C1